BrC=1C=CC(=NC1C)S(=O)(=O)N(C(OC(C)(C)C)=O)C=1N=CSC1 tert-butyl (5-bromo-6-methylpyridin-2-yl)sulfonyl(thiazol-4-yl)carbamate